2-Chloro-5-((5-(2-(4-chlorophenyl)imidazo[1,2-a]pyridin-3-yl)-1,3,4-oxadiazol-2-yl)methyl)-N-methylbenzamide ClC1=C(C(=O)NC)C=C(C=C1)CC=1OC(=NN1)C1=C(N=C2N1C=CC=C2)C2=CC=C(C=C2)Cl